(2R,3S,4S)-2-((((2-(dimethylamino)ethyl)carbamoyl)oxy)methyl)tetrahydrofuran-3,4-diyl bis(2-hexyldecanoate) C(CCCCC)C(C(=O)O[C@H]1[C@H](OC[C@@H]1OC(C(CCCCCCCC)CCCCCC)=O)COC(NCCN(C)C)=O)CCCCCCCC